F[C@H]1CN(CC[C@H]1NC1=C2C=C(N(C2=CC=C1)CC(F)(F)F)C1=NOC(=C1)CNC(=O)C1=CSC(=C1)C(C)(C)O)C N-[[3-[4-[[(3S,4R)-3-fluoro-1-methyl-4-piperidyl]amino]-1-(2,2,2-trifluoroethyl)indol-2-yl]isoxazol-5-yl]methyl]-5-(1-hydroxy-1-methyl-ethyl)thiophene-3-carboxamide